[2-({[(3-fluoro(2-pyridyl))cyclobutyl]methyl}amino)pyrimidin-5-yl]-N-isoxazol-3-ylcarboxamide FC=1C(=NC=CC1)C1(CCC1)CNC1=NC=C(C=N1)C(=O)NC1=NOC=C1